tert-butyl (2R,5S)-4-(6-chloro-7-(5,6-difluorobenzofuran-7-yl)-1-(2-isopropyl-4-methylpyridin-3-yl)-2-oxo-1,2-dihydropyrido[2,3-d]pyrimidin-4-yl)-2,5-dimethylpiperazine-1-carboxylate ClC1=CC2=C(N(C(N=C2N2C[C@H](N(C[C@@H]2C)C(=O)OC(C)(C)C)C)=O)C=2C(=NC=CC2C)C(C)C)N=C1C1=C(C(=CC=2C=COC21)F)F